8-(4-isobutylpiperazin-1-yl)-6-(N-(4-methoxybenzyl)-N-(1-methylcyclopropyl)sulfamoyl)-[1,2,4]triazolo[4,3-a]pyridin C(C(C)C)N1CCN(CC1)C=1C=2N(C=C(C1)S(N(C1(CC1)C)CC1=CC=C(C=C1)OC)(=O)=O)C=NN2